N-(5-(4-(dimethylamino)piperidin-1-yl)pyridin-2-yl)-5-fluoro-4-(9-fluoro-4-methyl-3,4-dihydro-1H-benzo[4,5]imidazo[2,1-c][1,4]oxazin-7-yl)pyrimidin-2-amin CN(C1CCN(CC1)C=1C=CC(=NC1)NC1=NC=C(C(=N1)C1=CC2=C(N=C3COCC(N32)C)C(=C1)F)F)C